C1(CC1)COC=1C=CC(=NC1)C=1N=C(NC(C1)=O)C=1C=C(CC(C(=O)N)(C)C)C=CC1C(F)(F)F (3-{4-[5-(cyclopropylmethoxy)pyridin-2-yl]-6-oxo-1,6-dihydropyrimidin-2-yl}-4-(trifluoromethyl)benzyl)isobutyramide